tetrahydroquinolinyl oxide N1(CCCC2=CC=CC=C12)ON1CCCC2=CC=CC=C12